PENTYLBENZENE C(CCCC)C1=CC=CC=C1